Histidinyl-Serine N[C@@H](CC1=CNC=N1)C(=O)N[C@@H](CO)C(=O)O